C#1CC1 3-cyclopropyne